FC(OC1CN(CC12CC2)C=2C=1N(N=C(C2)C=2C(NC(NC2)=O)=O)C=CN1)F 5-[8-[7-(difluoromethoxy)-5-azaspiro[2.4]heptan-5-yl]imidazo[1,2-b]pyridazin-6-yl]-1H-pyrimidine-2,4-dione